2-(3-chlorophenyl)-2,2-difluoro-1-phenylethyl((S)-1-(((S)-4-((2-(diethylamino)ethyl) amino)-3,4-dioxo-1-((S)-2-oxopyrrolidin-3-yl)butan-2-yl)amino)-1-oxohexan-2-yl)carbamate ClC=1C=C(C=CC1)C(C(C1=CC=CC=C1)N(C([O-])=O)[C@H](C(=O)N[C@@H](C[C@H]1C(NCC1)=O)C(C(=O)NCCN(CC)CC)=O)CCCC)(F)F